(4-fluoropiperidin-1-yl)(3-(2-methoxyphenyl)-1-methyl-1H-pyrrolo[3,2-b]pyridin-6-yl)methanone FC1CCN(CC1)C(=O)C=1C=C2C(=NC1)C(=CN2C)C2=C(C=CC=C2)OC